C(CC)C=1C(=CC(=C(C1)OC)OC)OC 5-propyl-1,2,4-trimethoxybenzene